C(C1=CC=CC=C1)OC(=O)N[C@@H](CCCCN)C(=O)O Nα-Benzyloxycarbonyl-L-lysin